C(#N)C=1C=CC(=C(C1)NS(=O)(=O)C=1C=C(C(=O)O)C=CC1CC)C=1SC(=CC1)C 3-(N-(5-cyano-2-(5-methylthiophen-2-yl)phenyl)sulfamoyl)-4-ethylbenzoic Acid